[Cl-].[Cl-].C[SiH](C)[Zr](C1C=CC(=C1)C(C)C)(C1C=C(C=C1C(C)C)C(C)C)[SiH](C)C bis(dimethylsilyl)-(3,5-diisopropylcyclopentadienyl)-(4-isopropylcyclopentadienyl)zirconium dichloride